1-bromononadecane BrCCCCCCCCCCCCCCCCCCC